2-((4-((tert-butoxycarbonyl)amino)benzyl)thio)-6-oxo-1,6-dihydropyrimidine-5-carboxylic acid C(C)(C)(C)OC(=O)NC1=CC=C(CSC=2NC(C(=CN2)C(=O)O)=O)C=C1